CN1C(=NC2=C1C=CC=C2)C2=CC=C1C=NC(=NN12)N[C@H]1[C@@H](COCC1)O (3S,4R)-4-((7-(1-methyl-1H-benzo[d]imidazol-2-yl)pyrrolo[2,1-f][1,2,4]triazin-2-yl)amino)tetrahydro-2H-pyran-3-ol